4-[4-(3-hydroxypropoxy)benzoyl]cinnamic acid OCCCOC1=CC=C(C(=O)C2=CC=C(C=CC(=O)O)C=C2)C=C1